2-hydroxy-3-{2-[2-({2-methoxy-4-[4-(4-methylpiperazin-1-yl)piperidin-1-yl]phenyl}amino)-4-(phenylamino)pyrimidin-5-yl]ethynyl}benzaldehyde OC1=C(C=O)C=CC=C1C#CC=1C(=NC(=NC1)NC1=C(C=C(C=C1)N1CCC(CC1)N1CCN(CC1)C)OC)NC1=CC=CC=C1